NC1=NC=CC=C1C1=NC=2C(=NC(=CC2)C=2C=NN(C2C)C)N1C1=CC=C(CN2CCC(CC2)NC2=NC(=NC=C2)C#N)C=C1 4-((1-(4-(2-(2-Aminopyridin-3-yl)-5-(1,5-dimethyl-1H-pyrazol-4-yl)-3H-imidazo[4,5-b]pyridin-3-yl)benzyl)piperidin-4-yl)amino)pyrimidine-2-carbonitrile